bis(3,5,5,8,8-pentamethyl-6,7-dihydro-1H-cyclopenta[b]naphthalen-1-yl)zirconium dichloride [Cl-].[Cl-].CC1=CC(C2=CC=3C(CCC(C3C=C21)(C)C)(C)C)[Zr+2]C2C=C(C=1C2=CC=2C(CCC(C2C1)(C)C)(C)C)C